2-(3,5-dichloro-4-((2-(3-(trifluoromethyl)benzyl)-1-oxo-1,2,3,4-tetrahydroisoquinolin-6-yl)oxy)phenyl)-3,5-dioxo-2,3,4,5-tetrahydro-1,2,4-triazine-6-carboxylic acid ClC=1C=C(C=C(C1OC=1C=C2CCN(C(C2=CC1)=O)CC1=CC(=CC=C1)C(F)(F)F)Cl)N1N=C(C(NC1=O)=O)C(=O)O